FC1=CC(=C(C=C1N1CCN(CC1)C)CC[NH-])OC N-(4-fluoro-2-methoxy-5-(4-methylpiperazin-1-yl)phenyl)ethyl-Amide